ClC1=C(C(=NN1C)C1=NOC(=C1)C)CN1C[C@@H](CC1)CNCCC(C)(C)C (S)-N-((1-((5-Chloro-1-methyl-3-(5-methylisoxazol-3-yl)-1H-pyrazol-4-yl)methyl)pyrrolidin-3-yl)methyl)-3,3-dimethylbutan-1-amine